FC1=CC=C(C=C1)[C@H]([C@H]1[C@@H]2N(C(C=3N1N=CC(C3O)=O)=O)CCC2)C2=C(C=CC=C2)OC (9aR,10S)-10-((S)-(4-fluorophenyl)(2-methoxyphenyl)methyl)-4-hydroxy-8,9,9a,10-tetrahydro-7H-pyrrolo[1',2':4,5]pyrazino[1,2-b]pyridazine-3,5-dione